tert-butyl (R or S)-2-(2-(2-isopropylphenyl)-4-((1-methyl-1H-pyrazol-4-yl)methyl)piperazin-1-yl)-7-azaspiro[3.5]nonane-7-carboxylate C(C)(C)C1=C(C=CC=C1)[C@H]1N(CCN(C1)CC=1C=NN(C1)C)C1CC2(C1)CCN(CC2)C(=O)OC(C)(C)C |o1:9|